(1r,3r)-3-((3-(2-chloro-4-phenoxybenzoyl)-1H-pyrrolo[2,3-b]pyridin-4-yl)amino)cyclobutane-1-carboxylic acid ClC1=C(C(=O)C2=CNC3=NC=CC(=C32)NC3CC(C3)C(=O)O)C=CC(=C1)OC1=CC=CC=C1